S(=O)(=O)(O)C(C(=O)OCCCCCCCC)CC(=O)OCCCCCCCC.[Na].[Na] disodium dioctyl sulfosuccinate